(1-(((2R,3S,4R,5R)-5-(6-chloro-4-(cyclopentylamino)-1H-pyrazolo[3,4-d]pyrimidin-1-yl)-3,4-dihydroxytetrahydrofuran-2-yl)methoxy)-2-oxo-2-phenyl-ethyl)phosphonic acid ClC1=NC(=C2C(=N1)N(N=C2)[C@H]2[C@@H]([C@@H]([C@H](O2)COC(C(C2=CC=CC=C2)=O)P(O)(O)=O)O)O)NC2CCCC2